1-Cyclopropyl-4-methyl-1H-pyrazole-5-carboxylic acid C1(CC1)N1N=CC(=C1C(=O)O)C